CN1CC=CC(=C1NC1=CC(=CC=C1)S(F)(F)(F)(F)F)C=1N=CN(C1)C N-methyl-5-(1-methyl-1H-imidazol-4-yl)-6-((3-(pentafluoro-λ6-sulfanyl)phenyl)amino)pyridine